ClC1=C(C=CC(=C1)F)/C(=C(/C=1C=C2C=NNC2=CC1)\C1=CC=C(C=C1)/C=C/C(=O)OCC)/CC (E)-ethyl 3-(4-((E)-2-(2-chloro-4-fluorophenyl)-1-(1H-indazol-5-yl)but-1-en-1-yl)phenyl)acrylate